tert-butyl ((1s,3r,5R,7S)-3-(nicotinamido)adamantan-1-yl)carbamate C(C1=CN=CC=C1)(=O)NC12CC3(C[C@@H](C[C@H](C1)C3)C2)NC(OC(C)(C)C)=O